2,2',2'',2'''-(([2,2'-bipyridine]-6,6'-diylbis(methylene))bis(azanetriyl))tetraacetic acid N1=C(C=CC=C1CN(CC(=O)O)CC(=O)O)C1=NC(=CC=C1)CN(CC(=O)O)CC(=O)O